N(=[N+]=[N-])S(C1=C(C=C(C=C1C(C)C)C(C)C)C(C)C)(=O)=O azidodioxo[2,4,6-tri(prop-2-yl)phenyl]-λ6-sulfane